C1=C2C=C3N(C2=CC=C1)C(CCCC3)C(=O)[O-] 7,8,9,10-tetrahydro-6H-azepino[1,2-a]indole-6-carboxylate